1-(3-fluoropyridin-4-yl)-5-(trifluoromethyl)-1H-pyrazole-4-carboxylic acid FC=1C=NC=CC1N1N=CC(=C1C(F)(F)F)C(=O)O